C(\C=C(/C)\CCC=C(C)C)#N Geranonitril